The molecule is a pimarane diterpenoid resulting from the oxidation of primary alcohol group of 9beta-pimara-7,15-dien-19-ol to the corresponding aldehyde. It is an aldehyde and a pimarane diterpenoid. C[C@]1(CC[C@@H]2C(=CC[C@@H]3[C@@]2(CCC[C@]3(C)C=O)C)C1)C=C